benzyl (N-(7-fluorochroman-4-yl)-N-methylsulfamoyl)carbamate FC1=CC=C2C(CCOC2=C1)N(S(=O)(=O)NC(OCC1=CC=CC=C1)=O)C